FC(CC)(F)C=1C=C(C=CC1)NC(C(C(C)=O)=NO)=O N-(3-(1,1-difluoropropyl)phenyl)-2-(hydroxyimino)-3-oxobutanamide